5-(4-aminoimidazo[2,1-f][1,2,4]triazin-7-yl)-2-fluoro-N-((1r,4r)-4-hydroxy-4-methylcyclohexyl)benzenesulfonamide NC1=NC=NN2C1=NC=C2C=2C=CC(=C(C2)S(=O)(=O)NC2CCC(CC2)(C)O)F